ClC1=CC(=C(C=C1)C=1C=CC(=NC1)C1CN(C1)C(=O)N1C[C@@H](CC1)O)S(=O)(=O)C [3-[5-(4-chloro-2-methylsulfonyl-phenyl)-2-pyridinyl]azetidin-1-yl]-[(3R)-3-hydroxypyrrolidin-1-yl]methanone